COC=1C(=NC(=NC1)C1=CC=CC=C1)C=1N=C(C2=C(N1)C=CC=N2)N2CCOCC2 4-(2-(5-methoxy-2-phenylpyrimidin-4-yl)pyrido[3,2-d]pyrimidin-4-yl)morpholine